C(C)(C)(C)OC(=O)N1CCN(CC1)C1=C(C=C(C=C1)C=1C(=NC(=C(C1)Cl)N)F)C(F)(F)F.BrC1=C(C(=C(C=C1)CC(=O)N)F)Cl (4-bromo-3-chloro-2-fluorophenyl)acetamide tert-butyl-4-(4-(6-amino-5-chloro-2-fluoropyridin-3-yl)-2-(trifluoromethyl)phenyl)piperazine-1-carboxylate